4-bromo-6-(cyclopropanecarboxamido)-N-methylpyridazine-3-carboxamide BrC1=C(N=NC(=C1)NC(=O)C1CC1)C(=O)NC